BrC1=C(C=CC(=C1)Cl)C=1C2=CC=CC=C2C=2C=CC=CC2C1 9-(2-bromo-4-chlorophenyl)phenanthrene